N1(CCCCC1)C1=CC=C(C=C1)C1=CC(=CC=2CNS(OC21)(=O)=O)F 8-(4-(piperidin-1-yl)phenyl)-6-fluoro-3,4-dihydrobenzo[e][1,2,3]oxathiazine 2,2-Dioxide